O=C(CCCC(=O)OCC(CCCCCCCC)CCCCCC)CCCCCCCCCC 2-Hexyldecyl 5-oxopentadecanoate